methyl 4-(2-hydroxy-7-azaspiro[3.5]nonan-6-yl)benzoate OC1CC2(C1)CC(NCC2)C2=CC=C(C(=O)OC)C=C2